FC=1C=C(C=CC1)CNC(=O)O[C@H]1[C@H](N(C[C@@H]1OC)C(=O)OC(C)(C)C)CC1=CC=C(C=C1)C1=CN=CO1 tert-butyl (2R,3S,4S)-3-({[(3-fluorophenyl)methyl]carbamoyl}oxy)-4-methoxy-2-{[4-(1,3-oxazol-5-yl)phenyl]methyl}pyrrolidine-1-carboxylate